4-(5-{[(5-chlorothiophen-2-yl)methyl](methyl)amino}-4-methoxy-1-(5-methylfuran-3-carbonyl)-1H-pyrazol-3-yl)-1-[2-(morpholin-4-yl)-2-oxoethyl]pyrrolidin-3-one ClC1=CC=C(S1)CN(C1=C(C(=NN1C(=O)C1=COC(=C1)C)C1C(CN(C1)CC(=O)N1CCOCC1)=O)OC)C